(S)-N-(4-Fluorobicyclo[4.2.0]octa-1(6),2,4-trien-7-yl)-N'-hydroxy-4-(2-(sulfamoylamino)ethoxy)-1,2,5-oxadiazol-3-carboximidamid FC=1C=CC=2C[C@@H](C2C1)NC(=NO)C1=NON=C1OCCNS(N)(=O)=O